C(C=C)(=O)N1CCN(CC1)C(CN1C2=C(N=C(C1=O)NC1=CC(=C(C(=C1)OC)OC)OC)C=CC(=N2)NC2=CC=C(C=C2)N2CCN(CC2)C)=O 4-(2-(4-acryloylpiperazin-1-yl)-2-oxoethyl)-6-(4-(4-methylpiperazin-1-yl)anilino)-2-(3,4,5-trimethoxyanilino)pyrido[2,3-b]pyrazin-3(4H)-one